2-(5-bromo-4-hydroxy-7H-pyrrolo[2,3-d]pyrimidin-7-yl)isonicotinic acid BrC1=CN(C=2N=CN=C(C21)O)C=2C=C(C(=O)O)C=CN2